(3S,10S)-7-((S)-4-acryloyl-2-methylpiperazin-1-yl)-9-chloro-10-(2-fluoro-6-hydroxyphenyl)-3-(morpholinomethyl)-2,3-dihydro-5H-[1,4]oxazino[2,3,4-ij]quinazolin-5-one C(C=C)(=O)N1C[C@@H](N(CC1)C1=NC(N2C3=C(C(=C(C=C13)Cl)C1=C(C=CC=C1O)F)OC[C@@H]2CN2CCOCC2)=O)C